COC(C1=C(C=C(C=C1)Cl)CBr)=O 2-(bromomethyl)-4-chlorobenzoic acid methyl ester